(R)-(4-(7-chloropyrazolo[1,5-a]pyridin-2-yl)-6,7-dihydro-1H-imidazo[4,5-c]pyridin-5(4H)-yl)(4-(difluoromethyl)-2-(1-hydroxycyclopropyl)oxazol-5-yl)methanone ClC1=CC=CC=2N1N=C(C2)[C@@H]2N(CCC1=C2N=CN1)C(=O)C1=C(N=C(O1)C1(CC1)O)C(F)F